NC1=CC=C(C=C1)C1(C=CC(=NN1)C1=CS(C(=C1)CN(C)C)CC1=C(C=CC=C1F)F)SC 6-(4-aminophenyl)-1-[(2,6-difluorophenyl)methyl]-5-[(dimethylamino)methyl]-3-[6-(methylsulfanyl)pyridazin-3-yl]thiophene